ClC1=NC(=C2CCOC3=CSC1=C32)C 8-chloro-6-methyl-4,5-dihydro-3-oxa-1-thia-7-aza-acenaphthylene